7-amino-3-ethyl-5-((2-(1-(3-hydroxypropyl)-1H-pyrazol-3-yl)ethyl)amino)-2-methylpyrazolo[1,5-a]pyrimidine-6-carbonitrile NC1=C(C(=NC=2N1N=C(C2CC)C)NCCC2=NN(C=C2)CCCO)C#N